CCCCC1=C(N=CC=C1)C2=CC=CC=N2 butyl-2,2'-bipyridine